Ethyl 5-Methylcarboxylato-6-ethyl-3-(naphthalen-2-yl)pyridine-2-carboxylate CC=1C(=C(C(=NC1CC)C(=O)OCC)C1=CC2=CC=CC=C2C=C1)C(=O)[O-]